7-bromo-2,3-dihydro-4H-1-benzopyran-4-one BrC1=CC2=C(C(CCO2)=O)C=C1